NC=1C(=C(CN2CCN(CC2)C(=O)OC)C=CC1)O Methyl 4-(3-amino-2-hydroxybenzyl)piperazine-1-carboxylate